C1(=CC=C(C=C1)CN1CCNCCCNCCNCCC1)CN1CCNCCCNCCNCCC1 1'-[1,4-phenylenebis-(methylene)]-bis-1,4,8,11-tetraazacyclotetradecane